2-(1H-pyrrolo[2,3-c]pyridin-2-yl)benzoic acid N1C(=CC=2C1=CN=CC2)C2=C(C(=O)O)C=CC=C2